CC1=CC(=CC(=N1)NC=1SC2=C(N1)C=CC(=C2)C#N)NC2CNCC2 2-((6-methyl-4-(pyrrolidin-3-ylamino)pyridin-2-yl)amino)benzo[d]thiazole-6-carbonitrile